C(C)(C)OC=1N(C=C(N1)C)C(=O)NCCC1=CC=CC=C1 iso-Propoxy-4-methyl-N-phenethyl-1H-imidazole-1-carboxamide